N1=CC=CC2=NC(C3=C(N=C21)N=CC=C3)=O 6H-dipyrido-[3,2-b:2',3'-e][1,4]diazepin-6-one